4-(3-chloroisoquinolin-5-yl)piperazine-1-carboxylate ClC=1N=CC2=CC=CC(=C2C1)N1CCN(CC1)C(=O)[O-]